2-[(azetidin-3-yl)amino]-8-(3-chloro-2-fluorophenyl)-8-methyl-7,8-dihydropyrido[4,3-d]pyrimidin-5(6H)-one N1CC(C1)NC=1N=CC2=C(N1)C(CNC2=O)(C)C2=C(C(=CC=C2)Cl)F